(R)-methyl 2-amino-4,4-dimethylpentanoate hydrochloride Cl.N[C@@H](C(=O)OC)CC(C)(C)C